4-(cis-bicyclo[3.1.0]hexan-3-yloxy)-3-methylaniline C12CC(CC2C1)OC1=C(C=C(N)C=C1)C